COC1=C(C=C2C(=C1)C(=NC=N2)NC3=CC=C(C=C3)OC4=CC=CC=C4)OC The molecule is a member of the class of quinazolines that is quinazoline which is substituted at position 4 by a p-phenoxyanilino group and at positions 6 and 7 by methoxy groups. It is a potent, competitive dual site (both the ATP- and peptide-binding) Src kinase inhibitor. Src Inhibitor-1 is one of the 'gold standards' for Src kinase inhibition that has been shown to use PP1 or PP2 in parallel with Src-I1 to inhbit Src family kinases. It has a role as an EC 2.7.10.2 (non-specific protein-tyrosine kinase) inhibitor. It is a member of quinazolines, a secondary amino compound, an aromatic ether and a polyether.